COC=1C=CC=C(C(=O)N(C2CCN(CC2)C)C)C1 5-methoxy-N-methyl-N-(1-methylpiperidin-4-yl)benzamide